3',4'-dihydro-2'H,3H-spiro[imidazo[1,2-a]pyridine-2,1'-naphthalen]-4'-ol C12(CCC(C3=CC=CC=C13)O)N=C1N(C=CC=C1)C2